Cl.CC1(CN(C2=CC(=CC=C12)C#N)C([C@H](C)N1C[C@H](NCC1)C)=O)C 3,3-Dimethyl-1-[(2S)-2-[(3R)-3-methylpiperazin-1-yl]propanoyl]-2,3-dihydro-1H-indole-6-carbonitrile hydrochloride